[N+](=O)([O-])C1=CC=C(C=C1)C=1C2=CC=C(N2)C(=C2C=CC(C(=C3C=CC(=C(C=4C=CC1N4)C4=CC=C(C=C4)[N+](=O)[O-])N3)C3=CC=C(C=C3)[N+](=O)[O-])=N2)C2=CC=CC=C2 5,10,15-tri(4-nitrophenyl)-20-phenylporphyrin